2-isopropyl-1-methyl-1H-benzo[g]indazole-3,4,5(2H)-trione C(C)(C)N1N(C=2C3=C(C(C(C2C1=O)=O)=O)C=CC=C3)C